N-(3-(2-(1,1-difluoroethyl)-6-ethylpyrimidin-4-yl)-1-(2-hydroxyethyl)-1H-pyrrolo[2,3-c]pyridin-5-yl)acetamide FC(C)(F)C1=NC(=CC(=N1)C1=CN(C2=CN=C(C=C21)NC(C)=O)CCO)CC